(R/S)-6-(3-(2-bromophenyl)-4-methylpiperazin-1-yl)-N4-(cyclopropylmethyl)pyrimidine-2,4-diamine BrC1=C(C=CC=C1)[C@@H]1CN(CCN1C)C1=CC(=NC(=N1)N)NCC1CC1 |r|